(4-fluorophenyl)((8R)-8-methyl-3-(3-(tetrahydrofuran-3-yl)-1,2,4-thiadiazol-5-yl)-5,6-dihydro-[1,2,4]triazolo[4,3-a]pyrazin-7(8H)-yl)methanone FC1=CC=C(C=C1)C(=O)N1[C@@H](C=2N(CC1)C(=NN2)C2=NC(=NS2)C2COCC2)C